4-fluoro-1H-indol-5-amine FC1=C2C=CNC2=CC=C1N